NC1=CC(=CC(=N1)C=1C=C(C=CC1)CC(C(=O)OC(C)(C)C)(C)C)C(F)(F)F tert-butyl 3-(3-(6-amino-4-(trifluoromethyl) pyridin-2-yl) phenyl)-2,2-dimethylpropionate